C(C=C)(=O)OC(C)C methylEthyl acrylate